C1(=CC=CC=C1)C=1N=CC(=NC1C1=CC=CC=C1)N(C(C)C)CCCCO 5,6-diphenyl-2-[4-hydroxybutyl-(isopropyl)amino]pyrazine